(3-chloro-4-(pyridin-2-ylmethoxy)phenyl)-7-methoxyquinazolin-6-ol ClC=1C=C(C=CC1OCC1=NC=CC=C1)C1=NC2=CC(=C(C=C2C=N1)O)OC